5-chloro-3,7-dimethyl-2-(4-(methylsulfonyl)phenyl)-3H-imidazo[4,5-b]pyridine ClC1=CC(=C2C(=N1)N(C(=N2)C2=CC=C(C=C2)S(=O)(=O)C)C)C